FC1=C(C(=O)N2CCN(CC2)C(CCCCCCCCC(=O)O)=O)C=C(C=C1)CC1=NNC(C2=CC=CC=C12)=O 10-(4-(2-fluoro-5-((4-oxo-3,4-dihydrophthalazin-1-yl)methyl)benzoyl)piperazin-1-yl)-10-oxodecanoic acid